ClC1=C(C2=C(C(N3[C@@H](CO2)CN(CC3)C(=O)OC(C)(C)C)=O)C(=N1)N1[C@H](CN([C@H](C1)C)C)C)Cl tert-butyl (R)-3,4-dichloro-12-oxo-1-((2S,5S)-2,4,5-trimethylpiperazin-1-yl)-6a,7,9,10-tetrahydro-6H-pyrazino[2,1-c]pyrido[3,4-f][1,4]oxazepine-8(12H)-carboxylate